ethoxy-5-[(2R)-2-ethyl-4-[4-fluoro-2-(trifluoromethyl)benzoyl]piperazin-1-yl]-N-[(3R)-1-methylpyrrolidin-3-yl]-[2,3'-bipyridine]-6-carboxamide C(C)OC=1C(=NC(=C(C1)N1[C@@H](CN(CC1)C(C1=C(C=C(C=C1)F)C(F)(F)F)=O)CC)C(=O)N[C@H]1CN(CC1)C)C=1C=NC=CC1